(1,3-dimethyl-6,7-dihydro-4H-thieno[3,4-c]pyran-4-yl)methanamine CC=1SC(=C2C(OCCC21)CN)C